BrC=1N(C2=CC(=CC=C2C1C1CC(CCC1)NC(OCC1=CC=CC=C1)=O)C(NC)=O)O benzyl (3-(2-bromo-1-hydroxy-6-(methylcarbamoyl)-1H-indol-3-yl)cyclohexyl)carbamate